(2S)-2-amino-N-[(2S)-3-(3,4-difluorophenyl)-1-(4-{4-[1-(2,6-dioxopiperidin-3-yl)-3-methyl-2-oxo-1,3-benzodiazol-5-yl]but-3-yn-1-yl}piperidin-1-yl)-1-oxopropan-2-yl]pentanediamide N[C@H](C(=O)N[C@H](C(=O)N1CCC(CC1)CCC#CC1=CC2=C(N(C(N2C)=O)C2C(NC(CC2)=O)=O)C=C1)CC1=CC(=C(C=C1)F)F)CCC(=O)N